3-((3-exo)-3-((7-((5-(trifluoromethyl)-1H-pyrazol-3-yl)amino)-1,6-naphthyridin-5-yl)amino)-8-azabicyclo[3.2.1]octan-8-yl)propionitrile FC(C1=CC(=NN1)NC1=NC(=C2C=CC=NC2=C1)NC1CC2CCC(C1)N2CCC#N)(F)F